C1(CCCC1)[C@@H]1CC[C@H](CC1)COC1=C(C(=CC=C1)F)F 1-((trans-4-cyclopentylcyclohexyl)methoxy)-2,3-difluorobenzene